NC(CO)(CO)CO 2-amino-2-(hydroxymethyl)-propan-1,3-diol